tert-butyl 4-bromo-7-(5-(4-methylpiperazine-1-yl)-1H-benzo[d]imidazol-2-yl)-1-oxoisoindole-2-carboxylate BrC1=C2CN(C(C2=C(C=C1)C1=NC2=C(N1)C=CC(=C2)N2CCN(CC2)C)=O)C(=O)OC(C)(C)C